C(CN1C(=NC2=C1C(=CC(=C2OC)C(N)=O)F)C2=C(C(=O)O)C=C(C=C2F)F)N2C(=NC1=C2C(=CC(=C1OC)C(N)=O)F)C1=C(C(=O)O)C=C(C=C1F)F (e)-2,2'-(ethane-1,2-diylbis(5-carbamoyl-7-fluoro-4-methoxy-1H-benzo[d]imidazol-1,2-diyl))bis(3,5-difluorobenzoic acid)